3-[tert-butyl(diphenyl)silyl]oxy-2-methyl-propanal [Si](C1=CC=CC=C1)(C1=CC=CC=C1)(C(C)(C)C)OCC(C=O)C